C(OC(C)(C)C)(OCC(CCCC)CC)=O (t-butyl) O-(2-ethylhexyl) carbonate